ethyl (3S)-3-{4-fluoro-2'-hydroxy-5,6'-dimethyl-[1,1'-biphenyl]-3-yl}-3-{2-[2-fluoro-5-(hydroxymethyl)phenyl]-2-{7-oxofuro[2,3-c]pyridin-6-yl}acetamido}propanoate FC1=C(C=C(C=C1C)C1=C(C=CC=C1C)O)[C@H](CC(=O)OCC)NC(C(N1C(C2=C(C=C1)C=CO2)=O)C2=C(C=CC(=C2)CO)F)=O